(S)-1'-(5-((2-amino-3-chloropyridin-4-yl)thio)pyrazin-2-yl)-1,3-dihydrospiro[cyclopenta[a]naphthalene-2,4'-piperidin]-1-amine NC1=NC=CC(=C1Cl)SC=1N=CC(=NC1)N1CCC2(CC1)CC=1C(=C3C=CC=CC3=CC1)[C@H]2N